[F-].[Li+].[Ni+2].[F-].[F-] nickel-lithium fluoride